6-(3-(adamantan-1-yl)-4-(prop-2-yn-1-yloxy)phenyl)-2-naphthoic acid C12(CC3CC(CC(C1)C3)C2)C=2C=C(C=CC2OCC#C)C=2C=C3C=CC(=CC3=CC2)C(=O)O